BrCC1=CC=C(C=C1)C=1C(=NC=CC1)OC1CCCC1 3-(4-bromomethyl-phenyl)-2-cyclopentyloxy-pyridin